(2R)-2-[9H-fluoren-9-ylmethoxycarbonyl-(methyl)amino]propanoic acid C1=CC=CC=2C3=CC=CC=C3C(C12)COC(=O)N([C@@H](C(=O)O)C)C